N-[rac-(4S,5R)-3-[[tert-butyl(dimethyl)silyl]oxymethyl]-7-ethyl-4-(4-fluorophenyl)-6-oxo-1-phenyl-4,5-dihydropyrazolo[3,4-b]pyridine-5-yl]-3-(trifluoromethyl)benzamide [Si](C)(C)(C(C)(C)C)OCC1=NN(C=2N(C([C@@H]([C@H](C21)C2=CC=C(C=C2)F)NC(C2=CC(=CC=C2)C(F)(F)F)=O)=O)CC)C2=CC=CC=C2 |r|